CN(C(OC(C)(C)C)=O)[C@H]1CC=2C(=C(SC2)C)CC1 |r| Racemic-tert-butyl N-methyl-N-(1-methyl-4,5,6,7-tetrahydro-2-benzothiophen-5-yl)carbamate